2-ethylsulfanyl-8-[(1S)-1-hydroxyethyl]-3-methyl-6-(trifluoromethyl)benzopyran-4-one methyl-2-(2-bromo-6-fluorophenyl)imidazo[1,2-a]pyridine-7-carboxylate COC(=O)C1=CC=2N(C=C1)C=C(N2)C2=C(C=CC=C2F)Br.C(C)SC=2OC1=C(C(C2C)=O)C=C(C=C1[C@H](C)O)C(F)(F)F